OCCCCCCCCOC=1C=C2C=CC(=CC2=CC1)C1=CC=C(OCCCCCCCCO)C=C1 8-(4-(6-((8-hydroxyoctyl)oxy)naphthalen-2-yl)phenoxy)octan-1-ol